1-(1,3-dimethyl-1H-pyrazol-4-yl)piperazine 2,2,2-trifluoroacetate FC(C(=O)O)(F)F.CN1N=C(C(=C1)N1CCNCC1)C